C1=CC=CC=2C=CC3=C(OC4=C3C(=CC=C4)B(O)O)C12 naphtho[1,2-b]benzofuran-7-ylboronic acid